N-[4-[(6,7-dimethoxy-1,5-naphthyridin-4-yl)oxy]phenyl]-1,2,6-trimethyl-4-oxo-5-propan-2-ylpyridine-3-carboxamide COC=1N=C2C(=CC=NC2=CC1OC)OC1=CC=C(C=C1)NC(=O)C1=C(N(C(=C(C1=O)C(C)C)C)C)C